CC=1OC=CC(C1[O-])=O 2-methyl-4-oxopyran-3-olate